Ethyl 2-(4-(((4-(4-ethoxyphenyl)-5-oxo-4,5-dihydro-1H-1,2,4-triazol-1-yl)methyl)thio)-2-methylphenoxy)acetate C(C)OC1=CC=C(C=C1)N1C=NN(C1=O)CSC1=CC(=C(OCC(=O)OCC)C=C1)C